ethyl 3-acetamido-3-(dihydroxyamino)propanoate C(C)(=O)NC(CC(=O)OCC)N(O)O